CC1=C(C2=C(C(C=3C=CC=NC3C2=O)=O)O1)C(=O)O 2-Methyl-4,9-dioxo-4,9-dihydrofuro[2,3-g]quinoline-3-carboxylic acid